1,3,5-tris(4-aminophenyl)benzene-terephthalaldehyde NC1=CC=C(C=C1)C1(CC(=CC(=C1)C1=CC=C(C=C1)N)C1=CC=C(C=C1)N)C1=CC(=CC=C1C=O)C=O